bis-[trichlorosilylpropyl] disulfide Cl[Si](Cl)(Cl)CCCSSCCC[Si](Cl)(Cl)Cl